1-(4-aza-1-azoniabicyclo[2.2.2]octan-1-yl)-7-benzyloxy-8-fluoro-4-(4-fluorophenyl)-3-isopropyl-isoquinoline [N+]12(CCN(CC1)CC2)C2=NC(=C(C1=CC=C(C(=C21)F)OCC2=CC=CC=C2)C2=CC=C(C=C2)F)C(C)C